C1(=CC=CC=C1)C=1C(=C2C=C3C(=CC=C4C=5C=CC=CC5N=C34)C2=CC1)C1=NN=NC(=C1C1=C(C=CC=C1)C1=CC=CC=C1)C1=CC=CC=C1 phenyl[phenyl-(biphenylyl)triazinyl]indenocarbazole